FC1=C(C=CC=C1)NC(=O)C1C(CN=C1SC)C1=CC(=CC=C1)C(F)(F)F N-(2-fluorophenyl)-3,4-dihydro-5-methylsulfanyl-3-[3-(trifluoromethyl)phenyl]-2H-pyrrole-4-carboxamide